1-(2-morpholinylethyl)-2-oxo-N-(spiro[3.3]hept-2-yl)-1,2-dihydro-1,8-naphthyridine-3-carboxamide N1(CCOCC1)CCN1C(C(=CC2=CC=CN=C12)C(=O)NC1CC2(C1)CCC2)=O